ethylenediamine hydrobromide salt Br.C(CN)N